OC=1C=C2N(N1)C(CC21CN(C1)C(=O)OC(C)(C)C)C tert-butyl 2'-hydroxy-6'-methyl-5',6'-dihydrospiro[azetidine-3,4'-pyrrolo[1,2-b]pyrazole]-1-carboxylate